C(#N)[C@H]1N(CCC1)C(CNC(=O)C1=NC2=CC=CC(=C2C=C1)[Sn](C)(C)C)=O (S)-N-(2-(2-cyanopyrrolidin-1-yl)-2-oxoethyl)-5-trimethylstannylquinolinecarboxamide